cyclohexane-propiolate C1(CCCCC1)C#CC(=O)[O-]